FC1=CC2=C(O[C@@]3(CN(C(C3)C(=O)N)C([C@@H](N(C([C@@H](NC(C(F)(F)F)=O)C)=O)C)CC(C)C)=O)C(N2)=O)C=C1 (S)-6-fluoro-1'-(N-methyl-N-((2,2,2-trifluoroacetyl)-L-alanyl)leucyl)-3-oxo-3,4-dihydrospiro[benzo[b][1,4]oxazine-2,3'-pyrrolidine]-5'-carboxamide